2-methyl-3,5-dinitrobenzene CC1=CC=C(C=C1[N+](=O)[O-])[N+](=O)[O-]